3,3-dimethyl-N-(3-(propylamino)propyl)butanamide CC(CC(=O)NCCCNCCC)(C)C